N[C@H](C(=O)O)CCC1=CC=C(C=C1)Cl (S)-2-amino-4-(4-chlorophenyl)butanoic acid